6-fluoro-5-(1-(2-fluorophenyl)ethyl)-3-(((1-methyl-1H-imidazol-5-yl)methyl)amino)-4H-benzo[e][1,2,4]thiadiazine 1,1-dioxide FC=1C=CC2=C(NC(=NS2(=O)=O)NCC2=CN=CN2C)C1C(C)C1=C(C=CC=C1)F